propane methyl-hexadecanoate COC(CCCCCCCCCCCCCCC)=O.CCC